CC1(NC(CC(C1)OC(C(=C)C)=O)(C)C)C.CC1=C(\C=N\NC2=NC(=NC(=C2)C(F)(F)F)SCC#C)C=CC=C1 (E)-4-(2-(2-methylbenzylidene)hydrazino)-2-(prop-2-yn-1-ylthio)-6-(trifluoromethyl)pyrimidine 2,2,6,6-tetramethyl-4-Piperidyl-methacrylate